N-(6-isobutyl-6-azaspiro[2.5]oct-1-yl)benzamide C(C(C)C)N1CCC2(CC2NC(C2=CC=CC=C2)=O)CC1